(S)-5-(3-(2,2-Difluoroethyl)-2-methyl-3H-imidazo[4,5-b]pyridin-5-yl)-N2-(1-ethyl-4,4-difluoropyrrolidin-3-yl)-N4-methylpyrrolo[2,1-f][1,2,4]triazine-2,4-diamine FC(CN1C(=NC=2C1=NC(=CC2)C=2C=CN1N=C(N=C(C12)NC)N[C@H]1CN(CC1(F)F)CC)C)F